NC1=CC(=NN1C(=O)OC(C)(C)C)C1CC1 T-butyl 5-amino-3-cyclopropyl-1H-pyrazole-1-carboxylate